C1=C(C=CC2=CC=CC=C12)CC(=O)N1CCC(CC1)N1C(NC2=C1C=CC=C2)=O 1-(1-(2-(naphthalen-2-yl)acetyl)piperidin-4-yl)-1H-benzo[d]imidazol-2(3H)-one